C1(=CC=CC=C1)OC(=O)N1CC2=CC(=CC=C2CC1)C(=O)N1CC2=CC=CC=C2C[C@H]1CN1CCOCC1 7-{[(3S)-3-(morpholin-4-ylmethyl)-3,4-dihydroisoquinoline-2(1H)-yl]carbonyl}-3,4-dihydroisoquinoline-2(1H)-carboxylic acid phenyl ester